C1(CC1)C1=C(CN2C(N(C(C=3C2=CN(N3)C3OCCCC3)C)C3CCN(CC3)C3=C(C=CC=C3C)F)=O)C=CC=C1 4-(2-Cyclopropyl-benzyl)-6-[1-(2-fluoro-6-methyl-phenyl)-piperidin-4-yl]-7-methyl-2-(tetrahydro-pyran-2-yl)-2,4,6,7-tetrahydro-pyrazolo[4,3-d]pyrimidin-5-on